F[C@@H](CN1N=NC(=C1)C(=O)NCC1=NC=C(C=C1)C(F)(F)F)CCC=1SC(=NN1)NC(CC1=NC=CC=C1)=O (R)-1-(2-fluoro-4-(5-(2-(pyridin-2-yl)acetamido)-1,3,4-thiadiazol-2-yl)butyl)-N-((5-(trifluoromethyl)pyridin-2-yl)methyl)-1H-1,2,3-triazole-4-carboxamide